O1COC2=C1C=CC(=C2)\C(\C=N\NC(NC)=S)=N\NC(NC)=S (2Z,2'E)-2,2'-(1-(benzo[d][1,3]dioxol-5-yl)ethane-1,2-diylidene)bis(N-methylhydrazine-1-carbothioamide)